S1C(C1)COCCC[Si](OC)(OC)OC γ-(thiiranylmethoxy)propyltrimethoxysilane